ethyl-1-cyclopropyl-6-fluoro-7-(3-methylpiperazin-1-yl)-8-methoxy-quinolin-4(1H)-one C(C)C=1N(C2=C(C(=C(C=C2C(C1)=O)F)N1CC(NCC1)C)OC)C1CC1